(2S,4R)-N-[2-(1-benzhydryl-3-hydroxy-azetidin-3-yl)ethyl]-1-[(2S)-2-(4-cyclopropyltriazol-1-yl)-3,3-dimethyl-butanoyl]-4-hydroxy-pyrrolidine-2-carboxamide C(C1=CC=CC=C1)(C1=CC=CC=C1)N1CC(C1)(O)CCNC(=O)[C@H]1N(C[C@@H](C1)O)C([C@H](C(C)(C)C)N1N=NC(=C1)C1CC1)=O